C1(CC1)CN1N=C(C=C1)C=1C=NOC1C 4-[1-(cyclopropylmethyl)-1H-pyrazol-3-yl]-5-methyl-1,2-oxazol